FC(C(=O)O)(F)F.CC(CC(=O)N)C 3-methylbutanamide trifluoroacetate